bis-(1-isocyanato-1-methylethyl)naphthalene rac-ethyl-(1S*,2S*)-2-(4-formylpyrimidin-2-yl)cyclopropane-1-carboxylate C(C)OC(=O)[C@@H]1[C@H](C1)C1=NC=CC(=N1)C=O.N(=C=O)C(C)(C)C1=C(C2=CC=CC=C2C=C1)C(C)(N=C=O)C |r|